BrC=1C=C2CC[C@@H](C2=CC1)O (1S)-5-bromo-2,3-dihydro-1H-inden-1-ol